FC(C(=O)O)(CC1=NC=CC=C1F)F α,α,3-trifluoro-2-pyridinepropionic acid